tert-butyl 6-[8-fluoro-7-(3-hydroxynaphthalen-1-yl)-2-(methylsulfanyl)pyrido[4,3-d]pyrimidin-4-yl]-3-azabicyclo[4.1.0]heptane-3-carboxylate FC1=C(N=CC2=C1N=C(N=C2C21CCN(CC1C2)C(=O)OC(C)(C)C)SC)C2=CC(=CC1=CC=CC=C21)O